C1(CC1)[C@@H]1CN(C[C@@H](O1)C=1C=NN(C1)C(F)F)C1=NC2=NC(=C(N=C2C(=N1)C1=C(C=C(C=C1)C(F)(F)F)F)C)C (2R,6S)-2-cyclopropyl-6-[1-(difluoromethyl)pyrazol-4-yl]-4-[4-[2-fluoro-4-(trifluoromethyl)phenyl]-6,7-dimethyl-pteridin-2-yl]morpholine